t-Butyl-N-(2-[3-chloro-4-[(5-isopropyl-6-oxo-1H-pyridazin-3-yl)oxy]-5-methylphenyl]-3,5-dioxo-4H-1,2,4-triazin-6-yl)-carbamate C(C)(C)(C)OC(NC=1C(NC(N(N1)C1=CC(=C(C(=C1)C)OC1=NNC(C(=C1)C(C)C)=O)Cl)=O)=O)=O